C(C)N1[C@@H](CCC1)COC1=C(N(N=C1)C)C1=CC=2N(C=C1)N=C(C2)NC(=O)C2CC2 N-[5-[4-[[(2S)-1-ethylpyrrolidin-2-yl]methoxy]-2-methyl-pyrazol-3-yl]pyrazolo[1,5-a]pyridin-2-yl]cyclopropanecarboxamide